(1R)-4-Chloro-2,3-dihydro-1H-inden-1-amine hydrochloride Cl.ClC1=C2CC[C@H](C2=CC=C1)N